CC1(OB(OC1(C)C)CCC1CC(CCC1)=O)C 3-(2-(4,4,5,5-tetramethyl-1,3,2-dioxaborolan-2-yl)ethyl)-cyclohexan-1-one